(R)-2-((2,3-dihydroxypropyl)amino)-1-(4-(3-isopropyl-2-(2-methylpyridin-4-yl)-1H-indol-5-yl)piperidin-1-yl)ethan-1-one O[C@H](CNCC(=O)N1CCC(CC1)C=1C=C2C(=C(NC2=CC1)C1=CC(=NC=C1)C)C(C)C)CO